C(=C)[Si](OCCOC)(OCCOC)C=C divinyl-bis-(2-methoxyethoxy)silane